COC(C1=C(N=C(C=C1)C1=CC=C(C=C1)C(C)(C)C)CN(S(=O)(=O)C1=CC=C(C=C1)C)CC(=O)OC)=O 6-(4-tert-butyl-phenyl)-2-{[methoxycarbonylmethyl-(4-methylphenylsulfonyl)-amino]-methyl}-nicotinic acid methyl ester